tert-butyl (R)-4-(4-bromothiazole-2-carbonyl)-2,2-dimethyloxazolidine-3-carboxylate BrC=1N=C(SC1)C(=O)[C@@H]1N(C(OC1)(C)C)C(=O)OC(C)(C)C